(S)-2-(((tert-butyldimethylsilyl)oxy)methyl)-4-(spiro[2.5]oct-5-en-6-ylmethylene)pyrrolidine-1-carboxylic acid tert-butyl ester C(C)(C)(C)OC(=O)N1[C@@H](CC(C1)=CC1=CCC2(CC2)CC1)CO[Si](C)(C)C(C)(C)C